C(C(C)(C)C)OS(=O)(=O)C=1C=C(C=CC1)B(O)O (3-((neopentyloxy)sulfonyl)phenyl)boronic acid